BrC=1C(NC(=NC1C1CCCC1)C1=CN=NN1)=O 5-bromo-6-cyclopentyl-2-(1H-1,2,3-triazol-5-yl)-4(3H)-pyrimidinone